2H-Pyran-4-carboxylic acid O1CC=C(C=C1)C(=O)O